C1(=CC=C(C=C1)N1C=NC2=CC=CC=C2C1=O)C 3-(p-tolyl)quinazolin-4(3H)-one